C(=O)(C=C)OOCCCC(C)O[Si](OCC)(OCC)C γ-acryloxyloxypropylmethyltriethoxysilane